C(C1=CC=CC=C1)OC(C(=O)O)(CC=C)C(F)(F)F 2-benzyloxy-2-(trifluoromethyl)pent-4-enoic acid